4-([[7-(isopropylcarbamoyl)-5H-pyrrolo[3,2-d]pyrimidin-4-yl]amino]methyl)phenylboronic acid C(C)(C)NC(=O)C1=CNC2=C1N=CN=C2NCC2=CC=C(C=C2)B(O)O